5-methoxy-pyrazine-2-carboxamide tosylate S(=O)(=O)(O)C1=CC=C(C)C=C1.COC=1N=CC(=NC1)C(=O)N